1-methyl-4-[2-methyl-4-(4,4,5,5-tetramethyl-1,3,2-dioxaborolan-2-yl)phenyl]piperazine CN1CCN(CC1)C1=C(C=C(C=C1)B1OC(C(O1)(C)C)(C)C)C